N1-(3-((2-(4-methoxyphenyl)quinolin-4-yl)amino)propyl)-N3,N3-dimethyl-propane-1,3-diamine COC1=CC=C(C=C1)C1=NC2=CC=CC=C2C(=C1)NCCCNCCCN(C)C